N7-(7-bicyclo[4.2.0]octa-1,3,5-trienyl)-2-cyclopropyl-pyrazolo[1,5-a]pyrimidine-3,7-dicarboxamide C12=CC=CC=C2C(C1)NC(=O)C1=CC=NC=2N1N=C(C2C(=O)N)C2CC2